BrC=1C=NC(=NC1)NCC1=CC(=CC=C1)OC(F)(F)F 5-bromo-N-{[3-(trifluoromethoxy)phenyl]methyl}pyrimidin-2-amine